FC1(CCC(CC1)[C@H](NC(=O)C1=CC=NN1CC)C=1OC2=C(N1)C=C(C=C2)C2(CCOCC2)N2C(N[C@@H](C2)C(F)(F)F)=O)F N-((S)-(4,4-difluorocyclohexyl)(5-(4-((S)-2-oxo-4-(trifluoromethyl)imidazolidin-1-yl)tetrahydro-2H-pyran-4-yl)benzo[d]oxazol-2-yl)methyl)-1-ethyl-1H-pyrazole-5-carboxamide